N-(4-fluoro-5-methylisoxazol-3-yl)pyridine-3-sulfonamide FC=1C(=NOC1C)NS(=O)(=O)C=1C=NC=CC1